4-(benzyloxy)-8-(1-methyl-1H-pyrazol-5-yl)-3,4-dihydro-1H,6H-pyrano(4,3-b)thieno[3,2-d]pyran-6-one C(C1=CC=CC=C1)OC1COCC2=C1OC(C1=C2C=C(S1)C1=CC=NN1C)=O